CN1N=C(C(=C1)NC(=O)C1=CC=CC(=N1)C=1C=NC=C(C1)C(F)(F)F)C1=NC=CC=C1 N-(1-methyl-3-(pyridin-2-yl)-1H-pyrazol-4-yl)-5'-(trifluoromethyl)-[2,3'-bipyridine]-6-carboxamide